ClC1=NC=C(C(=N1)NCC1=CC=C(C=C1)C=1C=2N(C=CN1)C=CN2)OC 2-chloro-N-(4-(imidazo[1,2-a]pyrazin-8-yl)benzyl)-5-methoxypyrimidin-4-amine